(E)-2-(1-hydroxy-3-phenylpropenyl)cyclohexanone O\C(=C\CC1=CC=CC=C1)\C1C(CCCC1)=O